[N+](=O)([O-])C1=CC=C(O1)C=CC1=NC2=CC=CC=C2C=C1 2-(2-(5-nitrofuran-2-yl)vinyl)quinoline